N-(2-Methoxy-5-((4-(trifluoromethyl)-pyridin-2-yl)oxy)phenyl)-1-(2-methoxyacetyl)-5-oxopyrrolidine-2-carboxamide COC1=C(C=C(C=C1)OC1=NC=CC(=C1)C(F)(F)F)NC(=O)C1N(C(CC1)=O)C(COC)=O